The molecule is a branched oligosaccharide phosphate comprising a D-glucose residue, an N-acetyl-D-glucosamine residue, two L-glycero-D-manno-heptose residues (one of which is phosphoethanolamine-substituted on O-3), with linkages as shown and with a 3-deoxy-D-manno-oct-2-ulosonic acid (2-keto-3-deoxy-D-mannooctanoic acid, Kdo) residue at the reducing end. Corresponds to the galE mutant of the core oligosaccharide of Neisseria meningitidis. It is an oligosaccharide phosphate and an amino pentasaccharide. CC(=O)N[C@@H]1[C@H]([C@@H]([C@H](O[C@@H]1O[C@H]2[C@H]([C@@H]([C@H](O[C@@H]2O[C@@H]3[C@@H]([C@H](O[C@@H]([C@H]3O[C@H]4[C@@H]([C@H]([C@@H]([C@H](O4)CO)O)O)O)[C@H](CO)O)O[C@@H]5[C@@H](CC(O[C@@H]5[C@@H](CO)O)(C(=O)O)O)O)O)[C@H](CO)O)O)OP(=O)(O)OCCN)CO)O)O